BrC1=C(C2=C(C(=N1)OC)N=C(S2)NC(C2=CC=CC=C2)=O)C2=CNOC=C2 N-[6-bromo-4-methoxy-7-(oxazin-4-yl)-[1,3]thiazolo[4,5-c]pyridin-2-yl]benzamide